(2S,4R)-1-(L-valyl)-4-hydroxy-N-((S)-1-(4-(4-methylthiazol-5-yl)phenyl)ethyl)pyrrolidine-2-carboxamide hydrochloride Cl.N[C@@H](C(C)C)C(=O)N1[C@@H](C[C@H](C1)O)C(=O)N[C@@H](C)C1=CC=C(C=C1)C1=C(N=CS1)C